C(C)(C)C=1C=NN2C1N=C(C=C2NCC2=CN=CS2)NC[C@@H]2[C@H](CNCC2)O (3R,4R)-4-(((3-Isopropyl-7-((thiazol-5-ylmethyl)amino)pyrazolo[1,5-a]pyrimidin-5-yl)amino)methyl)piperidin-3-ol